1-palmitoyl-2-arachidonoyl-sn-glycero-3-phosphocholine C(CCCCCCCCCCCCCCC)(=O)OC[C@@H](OC(CCC\C=C/C\C=C/C\C=C/C\C=C/CCCCC)=O)COP(=O)([O-])OCC[N+](C)(C)C